Methyl 2-([1-[(2-chlorophenyl)methyl]-5-(1-methyl-1H-indazol-6-yl)-1H-pyrazol-3-yl]methoxy)-2-methylpropanoate ClC1=C(C=CC=C1)CN1N=C(C=C1C1=CC=C2C=NN(C2=C1)C)COC(C(=O)OC)(C)C